FC=1C=C(C=CC1F)C=1N=C(C2=C(N1)SC=N2)OCCC2=CNC1=CC=C(C=C21)F 5-(3,4-difluorophenyl)-7-(2-(5-fluoro-1H-indol-3-yl)ethoxy)thiazolo[5,4-d]pyrimidine